1-thiazolone S1(C=NC=C1)=O